butyl 4-((R)-2-{[6-((S)-3-methoxy-pyrrolidin-1-yl)-2-phenyl-pyrimidine-4-carbonyl]-amino}-3-phosphono-propionyl)-piperazine-1-carboxylate hydrochloride Cl.CO[C@@H]1CN(CC1)C1=CC(=NC(=N1)C1=CC=CC=C1)C(=O)N[C@H](C(=O)N1CCN(CC1)C(=O)OCCCC)CP(=O)(O)O